ClC1=C(C=C(C=C1)C1=CC(=CC=C1)COC=1C=C2CN(C(C2=CC1)=O)C1CCCC1)C(=O)OC1[C@@H]([C@H]([C@@H]([C@H](O1)C(=O)O)O)O)O (2S,3S,4S,5R)-6-((4-chloro-3'-(((2-cyclopentyl-1-oxoisoindolin-5-yl)oxy)methyl)-[1,1'-biphenyl]-3-carbonyl)oxy)-3,4,5-trihydroxytetrahydro-2H-pyran-2-carboxylic acid